(1S,2R,4S,5S,6S)-4-((4H-1,2,4-triazol-3-yl)thio)-2-((R)-2-aminopropanamido)bicyclo[3.1.0]hexane-2,6-dicarboxylic acid N=1N=C(NC1)S[C@H]1C[C@@]([C@H]2[C@@H]([C@@H]12)C(=O)O)(C(=O)O)NC([C@@H](C)N)=O